tert-butyl (S)-(((tert-butoxycarbonyl)amino)(3-((3-(4-decylphenyl)-1,2,4-oxadiazol-5-yl)methyl)piperidin-1-yl)methylene)carbamate C(C)(C)(C)OC(=O)NC(N1C[C@@H](CCC1)CC1=NC(=NO1)C1=CC=C(C=C1)CCCCCCCCCC)=NC(OC(C)(C)C)=O